2-ethynyl-5-(oxolan-3-yl)pyridine C(#C)C1=NC=C(C=C1)C1COCC1